C(C)(=O)C1=C(C=C(C=C1)Cl)C1=CC(N(C=C1OC)[C@H](C(=O)NC1=CC=C(C(=O)O)C=C1)CC1=CC=CC=C1)=O (S)-4-(2-(4-(2-acetyl-5-chlorophenyl)-5-methoxy-2-oxopyridine-1(2H)-yl)-3-phenylpropionylamino)benzoic acid